N-(2-ethylhexyl)-2-phenyl-3,5,7-tri-(t-butylcarbonyloxy)-quinolin-4-one C(C)C(CN1C(=C(C(C2=C(C=C(C=C12)OC(=O)C(C)(C)C)OC(=O)C(C)(C)C)=O)OC(=O)C(C)(C)C)C1=CC=CC=C1)CCCC